tert-butyl (3-(2-amino-5-bromo-4-methoxyphenyl)prop-2-yn-1-yl)carbamate NC1=C(C=C(C(=C1)OC)Br)C#CCNC(OC(C)(C)C)=O